C1(=CCCC1)CCC(=O)C1=CC=CC=C1 cyclopentenepropiophenone